1-(3-cyclopropoxyphenyl)-3-(1-(4-(2,6-dioxopiperidin-3-yl)-3,5-difluorophenyl)azetidin-3-yl)urea C1(CC1)OC=1C=C(C=CC1)NC(=O)NC1CN(C1)C1=CC(=C(C(=C1)F)C1C(NC(CC1)=O)=O)F